BrC(=CC1=CC=C(C=C1)F)Br 1-(2,2-dibromovinyl)-4-fluorobenzene